CN1N=CC(=C1)C=1C=NC=2N(C1)N=CC2N2CCNCC2 6-(1-methyl-1H-pyrazol-4-yl)-3-piperazin-1-yl-pyrazolo[1,5-a]pyrimidine